FC(OC1=NC(=CC=C1NC(=O)C1(CCC(CC1)(C)O)C1=C(C=CC=C1)C(C)C)OC)F N-(2-(difluoromethoxy)-6-methoxypyridin-3-yl)-4-hydroxy-1-(2-isopropylphenyl)-4-methylcyclohexane-1-carboxamide